2-chloro-7-(2,6-difluorophenyl)-5,8-dimethyl-7,8-dihydropteridine ClC1=NC=2N(C(CN(C2C=N1)C)C1=C(C=CC=C1F)F)C